2-hydrazino-5-methylpyridine N(N)C1=NC=C(C=C1)C